CC1=CC=NN1CC(C)C=1C=C(C=CC1)NC(C1=NC(=CC=C1)C(F)(F)F)=O N-(3-(1-(5-methyl-1H-pyrazol-1-yl)propan-2-yl)phenyl)-6-(trifluoromethyl)picolinamide